4,4,5,5-tetramethyl-2-[(1E)-3-[2-(oxan-2-yloxy)ethoxy]prop-1-en-1-yl]-1,3,2-dioxaborolane CC1(OB(OC1(C)C)\C=C\COCCOC1OCCCC1)C